C(C=C)N1CC2=C(C=C(C=C2CC1)C(=O)OC)F methyl 2-allyl-8-fluoro-1,2,3,4-tetrahydroisoquinoline-6-carboxylate